(5S)-1'-(7-(2-chloro-3-methoxyphenyl)-6-methylpyrazolo[1,5-a]pyrazin-4-yl)-5,7-dihydrospiro[cyclopenta[b]pyridine-6,4'-piperidin]-5-amine hydrochloride Cl.ClC1=C(C=CC=C1OC)C1=C(N=C(C=2N1N=CC2)N2CCC1(CC2)[C@@H](C=2C(=NC=CC2)C1)N)C